Palmitoleyl Margarate C(CCCCCCCCCCCCCCCC)(=O)OCCCCCCCC\C=C/CCCCCC